ClC1=C(NC2=NSC3=C2C=CC(=C3)Cl)C=CC=C1C1=CC3=C(OCCO3)C=C1 3-(2-chloro-3-(1,4-benzodioxan-6-yl)anilino)-6-chlorobenzoisothiazole